C(=CCC)N 1-buteneAmine